tert-butyl (1S,5R)-3-[methyl-[6-[4-(1-tetrahydropyran-2-ylpyrazol-4-yl)-1,3-benzothiazol-7-yl]-1,2,4-triazin-3-yl]amino]-9-azabicyclo[3.3.1]nonane-9-carboxylate CN(C1C[C@@H]2CCC[C@H](C1)N2C(=O)OC(C)(C)C)C=2N=NC(=CN2)C2=CC=C(C=1N=CSC12)C=1C=NN(C1)C1OCCCC1